BrC=1C=2C(C(N(C1)C)=O)=CN(N2)C 7-bromo-2,5-dimethyl-2,5-dihydro-4H-pyrazolo[4,3-c]pyridin-4-one